2-((8-Methoxy-5-(pyrrolidin-2-yl)-2,7-naphthyridin-3-yl)amino)-7,7-dimethyl-7,8-dihydro-5H-pyrano[4,3-b]pyridin-5-one COC=1N=CC(=C2C=C(N=CC12)NC1=CC=C2C(=N1)CC(OC2=O)(C)C)C2NCCC2